CN(CCC1=CN(C2=CC=CC=C12)C(=O)OC(C)(C)C)C tert-butyl 3-(2-(dimethylamino)ethyl)-1H-indole-1-carboxylate